C(CCCCCCC)C=1C=C(C(=CC1)O)C p-octylcresol